O[C@H]1C2CCC(C1)N2CC(=O)C2=C(N(C(=C2)CCCC2CCOCC2)C2=CC=C(C#N)C=C2)C 4-(3-(2-((2R)-2-hydroxy-7-azabicyclo[2.2.1]heptan-7-yl)acetyl)-2-methyl-5-(3-(tetrahydro-2H-pyran-4-yl)propyl)-1H-pyrrol-1-yl)benzonitrile